(6-bromo-5-methoxy-1-oxoisoindol-2-yl)piperidine-2,6-dione BrC1=C(C=C2CN(C(C2=C1)=O)N1C(CCCC1=O)=O)OC